ter-pinyl C12(C(CCC(C1(C)C)C2)C)C21C(CCC(C2(C)C)C1)(C)C12C(CCC(C1(C)C)C2)C